N-[3-(dimethylamino)]propyl-acrylamide CN(CCCNC(C=C)=O)C